4-methyl-4-phenyl-1,3-dioxolan-2-one CC1(OC(OC1)=O)C1=CC=CC=C1